(1S,2R,5S)-2-(azidomethyl)-6,6-dimethylbicyclo[3.1.1]heptane N(=[N+]=[N-])C[C@H]1[C@H]2C([C@@H](CC1)C2)(C)C